1-(2,6-dichloro-9H-purin-9-yl)hexan-1-one ClC1=NC(=C2N=CN(C2=N1)C(CCCCC)=O)Cl